ClC=1C=C(C=C(C1)OC(F)(F)F)NC(OC1=CC=CC=C1)=O phenyl (3-chloro-5-(trifluoromethoxy)phenyl)carbamate